lanthanum (III) hydrate O.[La+3]